N-[2-(1H-indol-4-yl)ethyl]-2-{2-[(4-fluorobenzyl)amino]acetamido}benzamide tert-butyl-(3R)-3-amino-3-(hydroxymethyl)pyrrolidine-1-carboxylate C(C)(C)(C)OC(=O)N1C[C@](CC1)(CO)N.N1C=CC2=C(C=CC=C12)CCNC(C1=C(C=CC=C1)NC(CNCC1=CC=C(C=C1)F)=O)=O